C1=CC=CC=2C3=CC=CC=C3N(C12)C1=CC=CC2=C1N=C(S2)NC(C)C (carbazol-9-yl)-N-isopropylbenzothiazol-2-amine